Acetyl-L-Arginine C(C)(=O)N[C@@H](CCCNC(N)=N)C(=O)O